3,7,11-Trimethyl-2,6,10-dodecatrien CC(=CC)CCC=C(CCC=C(C)C)C